(R)-5-chloro-3-((S,1E,3E)-3,5-dimethylhepta-1,3-dien-1-yl)-7-hydroxy-7-methyl-2-(4-(pyridin-4-yl)phenyl)isoquinoline-6,8(2H,7H)-dione ClC1=C2C=C(N(C=C2C([C@@](C1=O)(C)O)=O)C1=CC=C(C=C1)C1=CC=NC=C1)\C=C\C(=C\[C@H](CC)C)\C